3-(2-Oxoethoxy)-3-(trifluoromethyl)azetidine-1-carboxylic acid tert-butyl ester C(C)(C)(C)OC(=O)N1CC(C1)(C(F)(F)F)OCC=O